8-(4-(difluoromethoxy)phenyl)-6-(2-methyl-2H-indazol-5-yl)-2-(methylthio)pyrido[2,3-d]pyrimidin-7(8H)-one FC(OC1=CC=C(C=C1)N1C(C(=CC2=C1N=C(N=C2)SC)C2=CC1=CN(N=C1C=C2)C)=O)F